COC1=CC=C(C=C1)/C=C/C(=O)C1=CC=C(C=C1)NC(=O)C1=C(C(=O)O)C=CC=C1 2-[[4-[(E)-3-(4-Methoxyphenyl)prop-2-enoyl]phenyl]carbamoyl]benzoic acid